tert-Butyl(6-((3-amino-4-methoxy-5-(5-methylpyrimidin-2-yl)phenethoxy)methyl)pyridin-2-yl)carbamate C(C)(C)(C)OC(NC1=NC(=CC=C1)COCCC1=CC(=C(C(=C1)C1=NC=C(C=N1)C)OC)N)=O